1-(3-(4-((4-(2-Methoxy-4-(2-methyl-1-oxo-1,2-dihydro-2,7-naphthyridin-4-yl)phenoxy)piperidin-1-yl)methyl)piperidine-1-carbonyl)phenyl)dihydropyrimidine-2,4(1H,3H)-dione COC1=C(OC2CCN(CC2)CC2CCN(CC2)C(=O)C=2C=C(C=CC2)N2C(NC(CC2)=O)=O)C=CC(=C1)C1=CN(C(C2=CN=CC=C12)=O)C